3-(benzylamino)-1-((tetrahydro-2H-pyran-4-yl)methyl)-1H-pyrrole-2,5-dione C(C1=CC=CC=C1)NC=1C(N(C(C1)=O)CC1CCOCC1)=O